BrC=1C=2N(C=CC1)C(=C(N2)C#CCNC2=C(C=C(C=C2)S(=O)(=O)N(COCC[Si](C)(C)C)C)OC)CC(F)(F)F 4-({3-[8-bromo-3-(2,2,2-trifluoroethyl)imidazo[1,2-a]pyridin-2-yl]prop-2-yn-1-yl}amino)-3-methoxy-N-methyl-N-{[2-(trimethylsilyl)ethoxy]methyl}benzenesulfonamide